FC1(CN(C[C@@H]1OC1=NC=CC(=C1)C(F)(F)F)C1=CC(=NC(=N1)C)C=1C(NC(NC1)=O)=O)F 5-[6-[(4S)-3,3-difluoro-4-[[4-(trifluoromethyl)-2-pyridinyl]oxy]pyrrolidin-1-yl]-2-methyl-pyrimidin-4-yl]-1H-pyrimidine-2,4-dione